1-(6-chloro-7-(2,6-dimethylphenyl)quinolin-4-yl)-N-(2,3,5,6-tetrafluoro-4-(methylsulfanyl)phenyl)azetidin-3-amine ClC=1C=C2C(=CC=NC2=CC1C1=C(C=CC=C1C)C)N1CC(C1)NC1=C(C(=C(C(=C1F)F)SC)F)F